β-hydroxypentanoic acid OC(CC(=O)O)CC